1,3-Bis(hydroxymethyl)-5,5-dimethyl-imidazolidine-2,4-dione OCN1C(N(C(C1(C)C)=O)CO)=O